7-(dimethylamino)-3-methyl-1H-indole-4-carbonitrile CN(C1=CC=C(C=2C(=CNC12)C)C#N)C